FC1=CC2=C(N(C=N2)CCC[C@H]2NCCC[C@@H]2O)C(=C1)F (2R,3S)-2-(3-(5,7-difluoro-1H-benzo[d]imidazol-1-yl)propyl)piperidin-3-ol